6-bromo-3-oxo-2,3-dihydro-1H-indene BrC1=CC=C2C(CCC2=C1)=O